CC=1C=C(C=C(C1)C)C=1C(=NC(=CC1O)OCC1OCCCC1)CCC1=CC=C(C=C1)CCC 3-(3,5-dimethylphenyl)-2-(4-propylphenethyl)-6-((tetrahydro-2H-pyran-2-yl)methoxy)pyridin-4-ol